CC1=NC(=CC(=N1)NC(C(=O)[O-])CC)C(F)(F)F 2-((2-methyl-6-(trifluoromethyl)pyrimidin-4-yl)amino)butanoate